CCCCCCCCCCC1=NC=CN1 Decylimidazole